(6aR,9S,10aR)-1-hydroxy-N-(4-hydroxy-2-methylbutan-2-yl)-6,6-dimethyl-3-(2-methyloctan-2-yl)-6a,7,8,9,10,10a-hexahydro-6H-benzo[c]chromene-9-carboxamide OC1=C2[C@H]3[C@H](C(OC2=CC(=C1)C(C)(CCCCCC)C)(C)C)CC[C@@H](C3)C(=O)NC(C)(CCO)C